C(C)N(O)CCC N-1-ethyl-propylhydroxyl-amine